4-(1,2,3,4-tetrahydroquinolin-8-yloxy)-N-(piperidin-3-yl)-5-(trifluoromethyl)pyrimidin-2-amine N1CCCC2=CC=CC(=C12)OC1=NC(=NC=C1C(F)(F)F)NC1CNCCC1